3,4,5-trimethylbenzoyl chloride CC=1C=C(C(=O)Cl)C=C(C1C)C